[5-[5-[4-chloro-3-(cyclopropylcarbamoyl)phenyl] isoxazol-3-yl]-1-methyl-4-(trifluoromethyl)pyrazol-3-yl]1,1,2,2,3,3,4,4,4-nonafluorobutane-1-sulfonate ClC1=C(C=C(C=C1)C1=CC(=NO1)C1=C(C(=NN1C)OS(=O)(=O)C(C(C(C(F)(F)F)(F)F)(F)F)(F)F)C(F)(F)F)C(NC1CC1)=O